C(#N)C1=CC(=CC=2C(=C(OC21)C)C(=O)NC2(CCOCC2)CO)OCC2=C(N=CS2)C 7-cyano-N-(4-(hydroxymethyl)tetrahydro-2H-pyran-4-yl)-2-methyl-5-((4-methylthiazol-5-yl)-methoxy)benzofuran-3-carboxamide